m-butyl-phenol C(CCC)C=1C=C(C=CC1)O